ethylamine manganese [Mn].C(C)N